3-methoxy-N-methyl-4-(3-methyl-6-(pyrazolo[1,5-a]pyrimidin-3-yl)-1H-pyrazolo[4,3-c]pyridin-1-yl)benzenesulfonamide COC=1C=C(C=CC1N1N=C(C=2C=NC(=CC21)C=2C=NN1C2N=CC=C1)C)S(=O)(=O)NC